5-(5-aminoindolin-1-yl)-1,3-dihydro-2H-benzo[d]imidazol-2-one dihydrochloride Cl.Cl.NC=1C=C2CCN(C2=CC1)C1=CC2=C(NC(N2)=O)C=C1